CON(C(=O)C1=NNC(=C1C)C)C N-methoxy-N,4,5-trimethyl-1H-pyrazole-3-carboxamide